BrC1=C(C=CC=C1)C1=C(C(=NC(=N1)Cl)OC)C(=O)N (2-bromophenyl)-2-chloro-4-methoxypyrimidine-5-carboxamide